(1r,4R)-4'-chloro-4-(3-chloroanilino)-5'-fluoro-2'-[(2R)-2-methyl-3-{[(5R)-5-methyl-5,6,7,8-tetrahydroquinolin-4-yl]oxy}propyl]spiro[cyclohexane-1,1'-indene]-4-carboxylic acid ClC1=C2C=C(C3(C2=CC=C1F)CCC(CC3)(C(=O)O)NC3=CC(=CC=C3)Cl)C[C@H](COC3=CC=NC=1CCC[C@H](C31)C)C